C(C(=C)C)(=O)[O-].[Si+4].COC1=C(NCC#C)C=CC(=C1)S(=O)(=O)N1CCOCC1.C(C(=C)C)(=O)[O-].C(C(=C)C)(=O)[O-].C(C(=C)C)(=O)[O-] 2-methoxy-4-(morpholinesulfonyl)-N-(prop-2-yn-1-yl)aniline silicon compound with methacrylate